2-(1-methyl-1H-imidazol-5-yl)-5-(4-methylpiperazin-1-yl)-4,5,6,7-tetrahydro-2H-indazol CN1C=NC=C1N1N=C2CCC(CC2=C1)N1CCN(CC1)C